2,4-dihydroxy-3,3-dimethyl-butan OC(C)C(CO)(C)C